CC1=C(C=NN1)C1=CC2=C(N=C(S2)NC2=NC=CC(=C2)CN2CCCCC2)C=C1 6-(5-methyl-1H-pyrazol-4-yl)-N-(4-(piperidin-1-ylmethyl)pyridin-2-yl)-benzo[d]thiazol-2-amine